tert-butyl 4-fluoro-4-[[5-(1-methoxycarbonyl-isobutyl)isoxazol-3-yl]oxymethyl]piperidine-1-carboxylate FC1(CCN(CC1)C(=O)OC(C)(C)C)COC1=NOC(=C1)C(C(C)C)C(=O)OC